tert-butyl (3S)-3-[[4-[6-(3-methoxypyrrolidine-1-carbonyl)-1H-indol-3-yl]-5-(trifluoromethyl)pyrimidin-2-yl]amino]piperidine-1-carboxylate COC1CN(CC1)C(=O)C1=CC=C2C(=CNC2=C1)C1=NC(=NC=C1C(F)(F)F)N[C@@H]1CN(CCC1)C(=O)OC(C)(C)C